10'-(sulfonylbis(4,1-phenylene))bis(5-phenyl-5,10-dihydrophenazine) S(=O)(=O)(C1=CC=C(C=C1)C1=CC=CC=2N(C3=CC=CC=C3NC12)C1=CC=CC=C1)C1=CC=C(C=C1)C1=CC=CC=2N(C3=CC=CC=C3NC12)C1=CC=CC=C1